3-(5-(((1R,2R)-2-(((trans-3-methoxycyclobutyl)methyl)amino)cyclohexyl)oxy)-1-oxoisoindolin-2-yl)piperidine-2,6-dione CO[C@@H]1C[C@H](C1)CN[C@H]1[C@@H](CCCC1)OC=1C=C2CN(C(C2=CC1)=O)C1C(NC(CC1)=O)=O